N-(4-(4-amino-7-(1-(tetrahydro-2H-pyran-4-yl)-1H-pyrazol-4-yl)furo[3,2-c]pyridin-3-yl)-2-((4-fluorobenzyl)oxy)phenyl)ethanesulfonamide NC1=NC=C(C2=C1C(=CO2)C2=CC(=C(C=C2)NS(=O)(=O)CC)OCC2=CC=C(C=C2)F)C=2C=NN(C2)C2CCOCC2